C(=O)(O)CCC(C)SSC(CCC(=O)O)C 4-[(4-carboxybutan-2-yl)dithio]pentanoic acid